Methyl 2-(1-cyclobutyl-1H-imidazol-4-yl)-5-[({1-[2-fluoro-4-(trifluoromethoxy) phenyl]cyclopropyl}carbonyl) amino]benzoate C1(CCC1)N1C=NC(=C1)C1=C(C(=O)OC)C=C(C=C1)NC(=O)C1(CC1)C1=C(C=C(C=C1)OC(F)(F)F)F